O1C(=CC2=C1C=CC=C2)B2OC(C(O2)(C)C)(C)C 2-(benzofuran-2-yl)-4,4,5,5-tetramethyl-1,3,2-dioxaborolane